(oxybis(ethane-2,1-diyl))bis(morpholine-2,6-dione) O(CCN1CC(OC(C1)=O)=O)CCN1CC(OC(C1)=O)=O